CC=1C=C(CNC2=NC(=CC=C2)F)C=CC1C N-(3,4-dimethylbenzyl)-6-fluoropyridin-2-amine